3,5-O-Dicaffeoylquinic acid C1C(C[C@H](C([C@@H]1OC(=O)/C=C/C2=CC(=C(C=C2)O)O)O)OC(=O)/C=C/C3=CC(=C(C=C3)O)O)(O)C(=O)O